(S)-1-(((6-chloro-3-fluoropyridin-2-yl)methyl)amino)butan-2-ol ClC1=CC=C(C(=N1)CNC[C@H](CC)O)F